FC1=C2NC(C=3N(C2=CC=C1CN1CCN(CC1)C=1C(=NC(=CC1)C(NC([2H])([2H])[2H])=O)F)N=CC3)=O 6-fluoro-7-((4-(2-fluoro-6-((methyl-d3)carbamoyl)pyridin-3-yl)piperazin-1-yl)methyl)pyrazolo[1,5-a]quinoxalin-4(5H)-one